[Br-].C1(=CC=C(C=C1)[PH+](C1=CC=C(C=C1)C)C1=CC=C(C=C1)C)C tri-p-tolylphosphonium bromide